O(C(=S)[S-])C(C)C iso-propyl xanthate